C(C(=C)C)(=O)OCCC=1NC=CN1 methacryloxyethylimidazole